N-cyclohexyl-1-[2-(pyridin-2-yl)-5H,6H,7H-cyclopenta[d]pyrimidin-4-yl]azetidine-3-carboxamide C1(CCCCC1)NC(=O)C1CN(C1)C=1C2=C(N=C(N1)C1=NC=CC=C1)CCC2